2,4-dimethyl-6-(trifluoromethyl)pyridin-3-amine CC1=NC(=CC(=C1N)C)C(F)(F)F